(2R,4S)-2-(2-(methoxymethyl)phenyl)-1-tosyl-4-(trifluoromethyl)piperidine COCC1=C(C=CC=C1)[C@@H]1N(CC[C@@H](C1)C(F)(F)F)S(=O)(=O)C1=CC=C(C)C=C1